[Br-].ClC1=CC(=C(C(=C1)C)NC(C[N+]1=CC=CC=C1)=O)C 1-(2-((4-chloro-2,6-dimethylphenyl)amino)-2-oxoethyl)pyridin-1-ium bromide